CN(C(=O)C1CN(C1)CC1=CC2=CC=C(C=C2C[C@@H]1C)OCCCC(F)(F)F)CC(C)(C)C (S)-N-methyl-1-((3-methyl-6-(4,4,4-trifluorobutoxy)-3,4-dihydronaphthalen-2-yl)methyl)-N-neopentylazetidine-3-carboxamide